tert-butyl (5-(5-(2-hydroxy-2-methylpropoxy)-2-methylpyridin-4-yl)pyrazolo[1,5-a]pyridin-2-yl)carbamate OC(COC=1C(=CC(=NC1)C)C1=CC=2N(C=C1)N=C(C2)NC(OC(C)(C)C)=O)(C)C